thioribose S=C[C@H](O)[C@H](O)[C@H](O)CO